ClC1=CC=2N=C(N=CC2C=N1)[C@@H]1[C@H](C1)C1=NC=CC(=N1)C |r| rac-7-chloro-2-((1S*,2S*)-2-(4-methylpyrimidin-2-yl)cyclopropyl)pyrido[4,3-d]pyrimidine